tert-butyl (2-(2-(3-((3-((4,5-dimethylthiazol-2-yl)carbamoyl)-6-methylpyridin-2-yl)amino)-3-oxopropoxy)ethoxy)ethyl)carbamate CC=1N=C(SC1C)NC(=O)C=1C(=NC(=CC1)C)NC(CCOCCOCCNC(OC(C)(C)C)=O)=O